(R)-1-methyl-N-(5-(5-methyl-1,2,4-oxadiazol-3-yl)-2,3-dihydro-1H-inden-1-yl)-1H-pyrazole-4-carboxamide CN1N=CC(=C1)C(=O)N[C@@H]1CCC2=CC(=CC=C12)C1=NOC(=N1)C